5-(4-(4-(((tert-butyldimethylsilyl)oxy)methyl)phenoxy)piperidin-1-yl)-2-nitropyridine [Si](C)(C)(C(C)(C)C)OCC1=CC=C(OC2CCN(CC2)C=2C=CC(=NC2)[N+](=O)[O-])C=C1